tert-butyl-(S)-N-(4-(1-aminoethyl)bicyclo[2.2.2]oct-1-yl)-8-chloro-1,7-naphthyridin-2-amine C(C)(C)(C)C=1C(=NC2=C(N=CC=C2C1)Cl)NC12CCC(CC1)(CC2)[C@H](C)N